BrC=1C=C2C(C(=NC2=C(C1)F)C(C)C)(C)C 5-Bromo-7-fluoro-2-isopropyl-3,3-dimethyl-3H-indole